6-Chloro-N-(3-methoxy-5-(1-(3-methoxypropyl)-1H-pyrazol-4-yl)phenyl)quinolin-4-amine ClC=1C=C2C(=CC=NC2=CC1)NC1=CC(=CC(=C1)C=1C=NN(C1)CCCOC)OC